CC(CC(=O)N1CC2=C(CC1)NN=C2C(=O)N2CCC(CC2)C2=C(C=CC=C2)C(F)(F)F)C 3-methyl-1-(3-(4-(2-(trifluoromethyl)phenyl)piperidine-1-carbonyl)-1,4,6,7-tetrahydro-5H-pyrazolo[4,3-c]pyridin-5-yl)butan-1-one